C(=O)(O)C1=C(C2=CC=CC=C2C=C1)C(O)=NO 2-carboxyl-naphthalenehydroximic acid